2'-Chloro-N-(5-(2-chloro-3-methoxy-benzoyl)-5,6-dihydro-4H-pyrrolo[3,4-d]thiazol-2-yl)-5'-methoxy-6-methyl-[4,4'-bipyridine]-3-carboxamide ClC1=NC=C(C(=C1)C1=C(C=NC(=C1)C)C(=O)NC=1SC2=C(N1)CN(C2)C(C2=C(C(=CC=C2)OC)Cl)=O)OC